(2-(1'-(4-amino-4-oxobutanoyl)-5'-fluoro-3-methyl-1H,1'H-[4,6'-biindazol]-1-yl)acetyl)glycylglycine NC(CCC(=O)N1N=CC2=CC(=C(C=C12)C=1C=2C(=NN(C2C=CC1)CC(=O)NCC(=O)NCC(=O)O)C)F)=O